C(CCCCCCC)[C@H]1C[C@@H](CN(C1)C(=O)OC(C)(C)C)C(=O)OCC trans-O1-tert-butyl O3-ethyl 5-octylpiperidine-1,3-dicarboxylate